ClC=1C(=NNC1)O 4-chloropyrazolol